ClC1=NC=2C(=CC=CC2C=2N1N=C(N2)C=2C(=NN(C2)C)C)Cl 5,7-dichloro-2-(1,3-dimethyl-1H-pyrazol-4-yl)[1,2,4]triazolo[1,5-c]quinazoline